(R)-N-(6-(6-(1-methylcyclopropyl)imidazo[1,2-a]pyrazin-3-yl)pyridin-2-yl)-5-azaspiro[2.4]heptan-7-amine CC1(CC1)C=1N=CC=2N(C1)C(=CN2)C2=CC=CC(=N2)N[C@H]2CNCC21CC1